NC1=C(N=C(C(=N1)N1CCC2(CC1)[C@@H](C1=C(N=CO1)C2)N)C)SC2=C(C(=NC=C2)N2CCCC2)Cl (S)-1'-(6-amino-5-((3-chloro-2-(pyrrolidin-1-yl)pyridin-4-yl)thio)-3-methylpyrazin-2-yl)-4,6-dihydrospiro[cyclopenta[d]oxazol-5,4'-piperidin]-6-amine